C(#N)C[C@H]1N(CC[C@@H](C1)N1N=NC=2C(=NC=3C(=C(C(=CC3C21)C)C2=C(C(=CC=C2)C)C)F)SC)C(=O)OC(C)(C)C tert-butyl (2S,4S)-2-(cyanomethyl)-4-(7-(2,3-dimethylphenyl)-6-fluoro-8-methyl-4-(methylthio)-1H-[1,2,3]triazolo[4,5-c]quinolin-1-yl)piperidine-1-carboxylate